N-(4-(7-methoxy-6-(pyridin-3-ylmethoxy)quinazolin-4-yl)phenyl)-2-(4-(trifluoromethyl)phenyl)acetamide COC1=C(C=C2C(=NC=NC2=C1)C1=CC=C(C=C1)NC(CC1=CC=C(C=C1)C(F)(F)F)=O)OCC=1C=NC=CC1